C1=NC=CC2=CC(=CC=C12)/C=C/C(=O)OCC ethyl (E)-3-(isoquinolin-6-yl)acrylate